4-(6-chlorobenzo[d]oxazol-2-yl)-N-(4-fluorophenyl)aniline ClC1=CC2=C(N=C(O2)C2=CC=C(NC3=CC=C(C=C3)F)C=C2)C=C1